1-cyclopentyl-5-(2,6-dimethoxyphenyl)-N-[(2S)-1-(1,3,4-oxadiazol-2-yl)-4-(piperidin-1-yl)butan-2-yl]-1H-pyrazole-3-carboxamide C1(CCCC1)N1N=C(C=C1C1=C(C=CC=C1OC)OC)C(=O)N[C@H](CC=1OC=NN1)CCN1CCCCC1